disodium 2-iodoterephthalate IC1=C(C(=O)[O-])C=CC(=C1)C(=O)[O-].[Na+].[Na+]